N-cyclopropyl-2-[1-[(3-fluorophenyl)methyl]-5-oxopyrrolidin-2-yl]acetamid C1(CC1)NC(CC1N(C(CC1)=O)CC1=CC(=CC=C1)F)=O